NC(CN(CC(C)N)CC(C)N)C tris(2-Aminopropyl)amin